CC1(CN([C@H]2CCCC[C@@H]2N1)C(=O)OC(C)(C)C)C tert-butyl (4aS,8aS)-3,3-dimethyloctahydroquinoxaline-1(2H)-carboxylate